8-(4-chloro-2-fluoro-phenyl)-6-[(2R,6R)-2-(1-cyclopropylpyrazol-4-yl)-6-methyl-morpholin-4-yl]-2,3-dimethyl-pyrido[3,4-d]pyrimidin-4-one ClC1=CC(=C(C=C1)C1=NC(=CC2=C1N=C(N(C2=O)C)C)N2C[C@H](O[C@@H](C2)C)C=2C=NN(C2)C2CC2)F